C(C)(=O)O[C@H]1[C@@H](SC=2C=NC(=C(C2)Cl)C#N)O[C@@H]([C@@H]([C@@H]1N=[N+]=[N-])OC(C)=O)COC(C)=O 5-Chloro-6-cyano-pyridin-3-yl 2,4,6-tri-O-acetyl-3-azido-3-deoxy-1-thio-α-D-galactopyranoside